triethoxyisopropoxytitanium C(C)O[Ti](OC(C)C)(OCC)OCC